C(C1=CC=CC=C1)N1N=NC(=C1)CC(C=1N=NN(C1)CC1=CC=CC=C1)N(C(CC=1N=NN(C1)CC1=CC=CC=C1)C=1N=NN(C1)CC1=CC=CC=C1)C(CC=1N=NN(C1)CC1=CC=CC=C1)C=1N=NN(C1)CC1=CC=CC=C1 tris[(1-benzyl-1H-1,2,3-triazol-4-yl)methyl-[(1-benzyl-1H-1,2,3-triazol-4-yl)methyl]]Amine